C(C)(C)(C)OC(N(C)CC1OCCC2=C(C=CC=C12)Br)=O.OCCC1=C(N=C(NC1=O)SCC(=O)N)C ((5-(2-hydroxyethyl)-4-methyl-6-oxo-1,6-dihydropyrimidin-2-yl)thio)acetamide tert-Butyl-((5-bromoisochroman-1-yl)methyl)(methyl)carbamate